rubidium-barium borate B([O-])([O-])[O-].[Ba+2].[Rb+]